Br\C(\CN[C@@H](C(=O)OC)CC=C)=C/C1=CC=CC=C1 methyl (R,Z)-2-((2-bromo-3-phenylallyl)amino)pent-4-enoate